(R)-tert-butyl-3-(2-((5-(2-(1-(2-methoxyethyl)-1H-pyrazol-4-yl)pyrazolo[5,1-b]thiazole-7-carboxamido)-6-methylpyridin-3-yl)amino)-2-oxoethyl)pyrrolidine C(C)(C)(C)N1C[C@H](CC1)CC(=O)NC=1C=NC(=C(C1)NC(=O)C=1C=NN2C1SC(=C2)C=2C=NN(C2)CCOC)C